tin-zinc tin [Sn].[Zn].[Sn]